1-(6-(1-((1-(3-(((1r,4r)-4-((5-chloropyrimidin-2-yl)amino)cyclohexyl)sulfonyl)-phenyl)piperidin-4-yl)methyl)piperidin-4-yl)-1-methyl-1H-indazol-3-yl)dihydropyrimidine-2,4(1H,3H)-dione ClC=1C=NC(=NC1)NC1CCC(CC1)S(=O)(=O)C=1C=C(C=CC1)N1CCC(CC1)CN1CCC(CC1)C1=CC=C2C(=NN(C2=C1)C)N1C(NC(CC1)=O)=O